S1C(=CC2=C1C=CC=C2)CC(=O)C2=CC=CC=C2 2-(benzothiophen-2-yl)-1-phenylethanone